N-((1r,4r)-4-((4-(1,1-dioxido-4-oxo-1,2,5-thiadiazolidin-2-yl)-3-fluoro-5-hydroxybenzyl)amino)cyclohexyl)acetamide O=S1(N(CC(N1)=O)C1=C(C=C(CNC2CCC(CC2)NC(C)=O)C=C1O)F)=O